2-[(1Z)-5-fluoro-2-methyl-1-[(4-phenoxyphenyl)methylidene]-1H-inden-3-yl]-N-hydroxy-N-methylacetamide FC=1C=C2C(=C(/C(/C2=CC1)=C/C1=CC=C(C=C1)OC1=CC=CC=C1)C)CC(=O)N(C)O